carbonylruthenium (II) hydrochloride Cl.C(=O)=[Ru+2]